NCC1NC(CNC1)CN 2,6-bis(aminomethyl)piperazine